C(C)(C)(C)OC(=O)NNC(=O)C=1C=NC(=NC1)C 1-(tert-butoxycarbonyl)-2-(2-methylpyrimidine-5-carbonyl)hydrazine